4-[6-(6-benzyl-3,6-diazabicyclo[3.1.1]heptan-3-yl)-3-pyridyl]-6-(4-piperazin-1-ylphenyl)pyrazolo[1,5-a]pyridine-3-carbonitrile hydrochloric acid salt Cl.C(C1=CC=CC=C1)N1C2CN(CC1C2)C2=CC=C(C=N2)C=2C=1N(C=C(C2)C2=CC=C(C=C2)N2CCNCC2)N=CC1C#N